tert-butyl N-[3-(N-[4-(4,5-dichloro-6-oxo-pyridazin-1-yl)cyclohexyl]-4-fluoro-anilino)propyl]carbamate ClC=1C=NN(C(C1Cl)=O)C1CCC(CC1)N(C1=CC=C(C=C1)F)CCCNC(OC(C)(C)C)=O